C1(CCCC1)N1C(C(=CC2=C1N=CN=C2)C(=C)OCC)=O 8-cyclopentyl-6-(1-ethoxyvinyl)-7-oxo-7,8-dihydropyrido[2,3-d]pyrimidine